C(C)C1=CC=2N(C(C1)=O)C1=C(N2)C=CC=C1 3-Ethyl-1-oxobenzo[4,5]imidazo[1,2-a]pyridin